4-[2-tert-butoxyethyl-[4-(5,6,7,8-tetrahydro-1,8-naphthyridin-2-yl)butyl]amino]-2-[[4-(trifluoromethyl)tetrahydropyran-4-carbonyl]amino]butanoic acid C(C)(C)(C)OCCN(CCC(C(=O)O)NC(=O)C1(CCOCC1)C(F)(F)F)CCCCC1=NC=2NCCCC2C=C1